3-[(1-ethyl-1H-pyrazol-4-yl)methyl]-3'-fluoro-6'-[(oxan-4-yl)oxy]-4'-(trifluoromethyl)-2H-[1,2'-bipyridin]-2-one C(C)N1N=CC(=C1)CC=1C(N(C=CC1)C1=NC(=CC(=C1F)C(F)(F)F)OC1CCOCC1)=O